(N-cyclohexylaminomethyl)triethoxysilane tert-butyl-2-(1,1-difluoro-2-methoxy-2-oxoethyl)-1H-1,3-benzodiazole-1-carboxylate C(C)(C)(C)OC(=O)N1C(=NC2=C1C=CC=C2)C(C(=O)OC)(F)F.C2(CCCCC2)NC[Si](OCC)(OCC)OCC